ClC1=NC2=NC(=C(C=C2C(=C1C#N)Cl)F)C1=C(C=CC=C1OC)F 2,4-dichloro-6-fluoro-7-(2-fluoro-6-methoxyphenyl)-1,8-naphthyridine-3-carbonitrile